(R)-1-((4-formylbenzoyl)-D-prolyl)-N-(4-formylphenyl)pyrrolidine-2-carboxamide zinc-indium-aluminium [Al].[In].[Zn].C(=O)C1=CC=C(C(=O)N2[C@H](CCC2)C(=O)N2[C@H](CCC2)C(=O)NC2=CC=C(C=C2)C=O)C=C1